4-((2R,4r,6S)-2-cyano-7-((5-methoxy-7-methyl-1H-indol-4-yl)methyl)-7-azaspiro[3.5]nonan-6-yl)-N-(2-(3-(trifluoromethyl)azetidin-1-yl)ethyl)benzamide C(#N)C1CC2(C1)C[C@H](N(CC2)CC2=C1C=CNC1=C(C=C2OC)C)C2=CC=C(C(=O)NCCN1CC(C1)C(F)(F)F)C=C2